ClC1=C(C=CC=C1)[C@]1(C(CCCC1)=O)CNC(OCOC([C@H](C)NC(C)=O)=O)=O ((S)-2-acetamidopropanoyloxy)methyl (S)-1-(2-chlorophenyl)-2-oxocyclohexylmethylcarbamate